(2R)-2-(6-{5-chloro-2-[(oxacyclohex-4-yl)amino]pyrimidin-4-yl}-1-oxo-2,3-dihydro-1H-isoindol-2-yl)-N-[(1S)-1-(5-fluoro-2-methylphenyl)-2-hydroxyethyl]propionamide ClC=1C(=NC(=NC1)NC1CCOCC1)C1=CC=C2CN(C(C2=C1)=O)[C@@H](C(=O)N[C@H](CO)C1=C(C=CC(=C1)F)C)C